3,5-di-tert-butyl-4-hydroxyphenylpropionic acid octadecyl ester C(CCCCCCCCCCCCCCCCC)OC(C(C)C1=CC(=C(C(=C1)C(C)(C)C)O)C(C)(C)C)=O